tert-Butyl (S)-3-((6-cyclopropylbenzo[d]thiazol-2-yl)carbamoyl)pyrrolidine-1-carboxylate C1(CC1)C1=CC2=C(N=C(S2)NC(=O)[C@@H]2CN(CC2)C(=O)OC(C)(C)C)C=C1